(5S)-8-chloro-N-(propan-2-yl)-1-[trans-4-(pyridin-2-yloxy)cyclohexyl]-5,6-dihydro-4H-[1,2,4]triazolo[4,3-a][1]benzazepine-5-amine ClC=1C=CC2=C(C[C@@H](CC=3N2C(=NN3)[C@@H]3CC[C@H](CC3)OC3=NC=CC=C3)NC(C)C)C1